ClC1=C(C=C2C=C(N=CC2=C1)NC(=O)[C@@H]1[C@H](C1)C=1OC=CC1)N1CCN(CC1)[C@]1(COC[C@H]1O)C (1S,2S)-N-[7-chloro-6-[4-((3S,4S)-4-hydroxy-3-methyl-tetrahydrofuran-3-yl)piperazin-1-yl]-3-isoquinolinyl]-2-(2-furanyl)cyclopropanecarboxamide